(R)-2-(N-[4-amino-5-[6-(difluoromethoxy)pyridine-3-carbonyl]thiazol-2-yl]-4-chloro-3-fluoro-anilino)propanamide NC=1N=C(SC1C(=O)C=1C=NC(=CC1)OC(F)F)N(C1=CC(=C(C=C1)Cl)F)[C@@H](C(=O)N)C